ethyl 2-(7-bromo-2-hydroxynaphthalen-1-yl)-3,6-dihydroxybenzoate BrC1=CC=C2C=CC(=C(C2=C1)C1=C(C(=O)OCC)C(=CC=C1O)O)O